3-(4-bromopyridin-2-yl)-1-methyl-1-(2-(pyrazolo[5,1-b]thiazole-7-carbonyl)-2-azaspiro[3.3]heptan-6-yl)urea BrC1=CC(=NC=C1)NC(N(C1CC2(CN(C2)C(=O)C=2C=NN3C2SC=C3)C1)C)=O